N=1N(N=NC1)CCCCNC(C1=CC(=CC=C1)N1N=C(N=C1C1=NC=C(C=N1)OC)CC)=O N-(4-(2-2H-tetrazolyl)butyl)-3-(3-ethyl-5-(5-methoxy-2-pyrimidinyl)-1-1H-1,2,4-triazolyl)benzamide